COC1=CC=2C3=C(NC2C=C1OCCCN1CCCC1)C=CN=C3N3C(CCC3)(C)C 1-{8-methoxy-7-[3-(pyrrolidin-1-yl)propoxy]-5H-pyrido[4,3-b]indol-1-yl}-2,2-dimethylpyrrolidine